BrC1=CN(C2=NC=C(C=C21)C(=O)NC(COCC2=C(C=CC=C2)F)(C)C)C 3-bromo-N-(1-((2-fluorobenzyl)oxy)-2-methylpropan-2-yl)-1-methyl-1H-pyrrolo[2,3-b]pyridine-5-carboxamide